2-amino-6-borono-2-(3-(4-(4-methoxyphenyl)piperidin-1-yl)propyl)hexanoic acid NC(C(=O)O)(CCCCB(O)O)CCCN1CCC(CC1)C1=CC=C(C=C1)OC